[Si](C)(C)(C(C)(C)C)OC[C@H](COC1=NN(C(=C1[N+](=O)[O-])C)C=1C(=NC(=CC1)C)C)F (S)-3-(3-(3-((tert-butyldimethylsilyl)oxy)-2-fluoropropoxy)-5-methyl-4-nitro-1H-pyrazol-1-yl)-2,6-dimethylpyridine